NCC1=CC(=C(C(=C1)C)NC(=O)C1=CC2=C(OCCC3=C2SC=C3)C=C1C=1C(=NC(=CC1)C(NC1CCCCCCC1)=O)C(=O)OC)C methyl 3-(9-((4-(aminomethyl)-2,6-dimethylphenyl)carbamoyl)-4,5-dihydrobenzo[b]thieno[2,3-d]oxepin-8-yl)-6-(cyclooctylcarbamoyl)picolinate